5-bromo-4-methylthiazole-2-d BrC1=C(N=C(S1)[2H])C